FC(OC=1C=C(C=CC1)S(=O)(=O)Cl)(F)F 3-(trifluoro-methoxy)benzene-sulfonyl chloride